ClC1=CC=C(CN2C(=NC=3N(C(N(C(C23)=O)CCCO)=O)C)C2=CCC(CC2)N2CCOCC2)C=C1 7-(4-chlorobenzyl)-1-(3-hydroxypropyl)-3-methyl-8-(4-morpholinocyclohex-1-en-1-yl)-3,7-dihydro-1H-purine-2,6-dione